O1N=C(C=C1)C1CN(C1)C(=O)OC(C)(C)C tert-butyl 3-(isoxazol-3-yl)azetidine-1-carboxylate